4-(aminomethyl)-6-(isothiazol-4-yl)phthalazin-1(2H)-one NCC1=NNC(C2=CC=C(C=C12)C=1C=NSC1)=O